(3R)-3-{[9-cyclopropyl-2-(4-methoxyphenyl)[1,2,4]triazolo[1,5-c]quinazolin-5-yl]amino}azepin-2-one C1(CC1)C1=CC=2C=3N(C(=NC2C=C1)NC=1C(N=CC=CC1)=O)N=C(N3)C3=CC=C(C=C3)OC